5-(cyclopropylmethyl)-4-(6-cyclopropylpyridin-3-yl)-2-(2-(methyl-d3)-2H-indazol-5-yl)-3-oxo-3,5-dihydro-2H-pyrrolo[3,2-c]pyridazine-7-carbonitrile C1(CC1)CN1C=C(C2=NN(C(C(=C21)C=2C=NC(=CC2)C2CC2)=O)C2=CC1=CN(N=C1C=C2)C([2H])([2H])[2H])C#N